C(C)(=O)C1=C(C2=C(N=C(N=C2)NC2=CC=C(C=N2)N2CCC(CC2)N(C)CC2=CC(=C(C=C2)C2C(NC(CC2)=O)=O)F)N(C1=O)C1CCCC1)C 3-(4-(((1-(6-((6-acetyl-8-cyclopentyl-5-methyl-7-oxo-7,8-dihydropyrido[2,3-d]pyrimidin-2-yl)amino)pyridin-3-yl)piperidin-4-yl)(methyl)amino)methyl)-2-fluorophenyl)piperidine-2,6-dione